ClC1=NC(=CC=C1)N1N=CC(=C1)I 2-chloro-6-(4-iodo-1H-pyrazol-1-yl)pyridine